C(C=C)NC1CC(C1)(C1=CC=CC=C1)CNC1=CC(=NC2=CC=C(C=C12)Cl)C(F)(F)F N-((3-(allylamino)-1-phenylcyclobutyl)methyl)-6-chloro-2-(trifluoromethyl)quinolin-4-amine